C(#C)C1(CC1)C1=NC(=CC=N1)C (1-Ethynyl-cyclopropyl)-6-methyl-pyrimidine